(S)-15-(aminomethyl)-8-ethyl-8-hydroxy-11,14-dihydro-12H-furo[3,2-f]pyrano[3',4':6,7]indolizino[1,2-b]quinoline-9,12(8H)-dione NCC1=C2C(=NC3=CC=C4C(=C13)C=CO4)C4=CC1=C(C(N4C2)=O)COC([C@]1(O)CC)=O